CN(CCNC(=O)C=1N=C(OC1C1=CC=C(C=C1)[N+](=O)[O-])C1=CC=C(C=C1)OC)C (2-(dimethylamino)ethyl)-2-(4-methoxyphenyl)-5-(4-nitrophenyl)oxazole-4-carboxamide